(1R,2R,3S,3aR,8bS)-3a-(4-cyanophenyl)-N-(N,N-dimethylsulfamoyl)-1,8b-dihydroxy-6,8-dimethoxy-3-phenyl-2,3,3a,8b-tetrahydro-1H-cyclopenta[b]benzofuran-2-carboxamide C(#N)C1=CC=C(C=C1)[C@@]12OC3=C([C@@]1([C@@H]([C@@H]([C@H]2C2=CC=CC=C2)C(=O)NS(N(C)C)(=O)=O)O)O)C(=CC(=C3)OC)OC